1-(5-fluoropyridin-2-yl)-3-(isoquinolin-4-yl)-2-oxoimidazoline-4-carbonitrile FC=1C=CC(=NC1)N1C(N(C(C1)C#N)C1=CN=CC2=CC=CC=C12)=O